(Z)-5-((1H-indol-5-yl)methylene)-2-(phenylamino)-3,5-dihydro-4H-imidazol-4-one N1C=CC2=CC(=CC=C12)\C=C/1\C(NC(=N1)NC1=CC=CC=C1)=O